ClCCCC(=O)N(C)C1=NN(C=2CCCCC12)C(CCCCl)=O 4-chloro-N-(1-(4-chlorobutyryl)-4,5,6,7-tetrahydro-1H-indazol-3-yl)-N-methylbutanamide